2,5-di-propylbenzoquinone C(CC)C=1C(C=C(C(C1)=O)CCC)=O